BrC1=CC2=C(N=C(N=C2)SC)N=C1NCC(C)O 1-((6-bromo-2-(methylthio)pyrido[2,3-d]pyrimidin-7-yl)amino)propan-2-ol